methyl 5-(2-chloro-4-fluoro-5-methoxyphenyl)-3-((phenoxycarbonyl)amino)thiophene-2-carboxylate ClC1=C(C=C(C(=C1)F)OC)C1=CC(=C(S1)C(=O)OC)NC(=O)OC1=CC=CC=C1